N1C=C(C2=CC=CC=C12)C1=NN(C=C1)C1=NC(=NC(=C1)N1CCOCC1)[C@@H](CO)OC (S)-2-(4-(3-(1H-indol-3-yl)-1H-pyrazol-1-yl)-6-morpholinopyrimidin-2-yl)-2-methoxyethan-1-ol